(R)-4-{[(3,4-dichloro-phenyl)-ethyl-amino]-methyl}-4,5-dihydro-oxazol-2-ylamine ClC=1C=C(C=CC1Cl)N(CC)C[C@H]1N=C(OC1)N